ClC=1C=C(C=CC1)C1=NC2=CC=CC=C2N=C1 2-(3-chlorophenyl)-quinoxaline